FC(CC=1C=CC(=C(C1)C1=NN(C=C1NC(=O)C=1C=NN2C1N=CC=C2)CC(=O)N(C)C)OC(F)F)F N-(3-(5-(2,2-difluoroethyl)-2-(difluoromethoxy)phenyl)-1-(2-(dimethylamino)-2-oxoethyl)-1H-pyrazol-4-yl)pyrazolo[1,5-a]pyrimidine-3-carboxamide